C(C)(C)C1=C(NC2=CC=C(C=C12)C1CCNCC1)C=1C=CC=2N(C1)C=C(N2)C 6-(3-isopropyl-5-(piperidin-4-yl)-1H-indol-2-yl)-2-methylimidazo[1,2-a]pyridine